Cl.BrC1=C(C=C(C=C1)NC(CC1=C(C=CC=C1)Cl)=O)S(N=CN(C)C)(=O)=O (4-bromo-3-{[(dimethylamino)methylidene]Sulfamoyl}phenyl)-2-(2-chlorophenyl)acetylAmine hydrochloride